3-(6-(hydroxy(phenyl)methyl)spiro[3.3]Hept-2-yl)urea OC(C1CC2(CC(C2)NC(N)=O)C1)C1=CC=CC=C1